(3R)-3-((8-isopropyl-4-(((1-((pyrrolidin-3-yloxy)carbonyl)piperidin-4-yl)methyl)amino)pyrazolo[1,5-a][1,3,5]triazine-2-yl)oxy)piperidine-1-carboxylic acid benzyl ester C(C1=CC=CC=C1)OC(=O)N1C[C@@H](CCC1)OC1=NC=2N(C(=N1)NCC1CCN(CC1)C(=O)OC1CNCC1)N=CC2C(C)C